BrC=1C=NN(C1)C1CCC(N(C1)C)C(=O)OC methyl 5-(4-bromo-1H-pyrazol-1-yl)-1-methylpiperidine-2-carboxylate